Sodium (2S)-2-((S)-2-((((3-chlorobenzyl)oxy)carbonyl)amino)-3-cyclohexylpropanamido)-1-hydroxy-3-((S)-2-oxopyrrolidin-3-yl)propane-1-sulfonate ClC=1C=C(COC(=O)N[C@H](C(=O)N[C@H](C(S(=O)(=O)[O-])O)C[C@H]2C(NCC2)=O)CC2CCCCC2)C=CC1.[Na+]